4,5-dibromo-1-(2-methoxyethyl)-imidazole BrC=1N=CN(C1Br)CCOC